C[C@@]12S[P@@](O[C@H]1C[C@@H](CC2)C(=C)C)(SC2=C(C(=C(C(=C2F)F)F)F)F)=S (2S,3aS,6R,7aS)-3a-Methyl-2-((perfluorophenyl)thio)-6-(prop-1-en-2-yl)hexahydrobenzo[d][1,3,2]oxathiaphosphole 2-sulfide